C(=O)[C@@H]1N(CCCC1)C(=O)OC(C)(C)C tert-butyl (2R)-2-formylpiperidine-1-carboxylate